2-((2R,3S)-2-benzyl-3-methylpyrrolidin-1-yl)-6-((R)-2-methylmorpholino)pyrimidin-4(3H)-one C(C1=CC=CC=C1)[C@H]1N(CC[C@@H]1C)C1=NC(=CC(N1)=O)N1C[C@H](OCC1)C